ClC=1C=C2C(C(=CN(C2=CC1N1[C@H](CCC1)COC1=NC=CC=C1Cl)C1(CN(C1)CCOC)C)C(=O)OCC)=O ethyl 6-chloro-7-[(2R)-2-{[(3-chloropyridin-2-yl) oxy] methyl} pyrrolidin-1-yl]-1-[1-(2-methoxyethyl)-3-methylazetidin-3-yl]-4-oxo-1,4-dihydroquinoline-3-carboxylate